N[C@H](C(=O)O)CC=1C=C(C=C(C1)CP(=O)(O)O)C1=CC=CC=C1 (S)-α-amino-5-(phosphonomethyl)-[1,1'-biphenyl]-3-propionic acid